tert-butyl-(4-amino-3-methoxyphenyl) piperazine-1-carboxylate N1(CCNCC1)C(=O)OC1=C(C(=C(C=C1)N)OC)C(C)(C)C